OC12CCC(CC1)(C2)NC(OC(C)(C)C)=O tert-butyl (4-hydroxybicyclo[2.2.1]heptan-1-yl)carbamate